[5-fluoro-1-methyl-6-(6-oxo-2-azaspiro[3.3]heptan-2-yl)indazol-3-yl]hexahydropyrimidine-2,4-dione FC=1C=C2C(=NN(C2=CC1N1CC2(C1)CC(C2)=O)C)N2C(NC(CC2)=O)=O